Cl.CCCC(CCCCCC)C(C)N decan-4-ylethan-1-amine hydrochloride